C(#N)CCC=1CNC=C(C1)CC 3-(2-cyanoethyl)5-ethyl-dihydropyridine